CC/C=C\\C/C=C\\C/C=C\\C/C=C\\C/C=C\\C/C=C\\CCCCCCCCCCCCC(=O)SCCNC(=O)CCNC(=O)[C@@H](C(C)(C)COP(=O)(O)OP(=O)(O)OC[C@@H]1[C@H]([C@H]([C@@H](O1)N2C=NC3=C(N=CN=C32)N)O)OP(=O)(O)O)O The molecule is an unsaturated fatty acyl-CoA that results from the formal condensation of the thiol group of coenzyme A with the carboxy group of (14Z,17Z,20Z,23Z,26Z,29Z)-dotriacontahexaenoic acid. It is an unsaturated fatty acyl-CoA and an ultra-long-chain fatty acyl-CoA. It derives from a (14Z,17Z,20Z,23Z,26Z,29Z)-dotriacontahexaenoic acid. It is a conjugate acid of a (14Z,17Z,20Z,23Z,26Z,29Z)-dotriacontahexaenoyl-CoA(4-).